COC(C(C)OC)C=1C(=C2C(=NN(C2=CC1)C)N)OC 5-(1,2-Dimethoxypropyl)-4-methoxy-1-methyl-indazol-3-amine